CC1=C(C=CC(=C1)OCCOC1CCOCC1)O 2-methyl-4-(2-tetrahydropyran-4-yloxyethoxy)phenol